(R)-2-((2-chloro-5-((3-methyl-2-oxopyrrolidin-1-yl)methyl)pyrimidin-4-yl)oxy)-1-fluoro-5,6,8,9,10,11-hexahydro-7H-pyrido[3',4':4,5]pyrrolo[2,3-f]isoquinolin-7-one ClC1=NC=C(C(=N1)OC=1N=CC=2CCC3=C(C2C1F)NC1=C3C(NCC1)=O)CN1C([C@@H](CC1)C)=O